(S)-5-(benzyloxy)-2-(6-isopropylbenzo[d]oxazol-2-yl)-6-methoxy-1,2,3,4-tetrahydroisoquinoline-3-carboxylic acid methyl ester COC(=O)[C@H]1N(CC2=CC=C(C(=C2C1)OCC1=CC=CC=C1)OC)C=1OC2=C(N1)C=CC(=C2)C(C)C